1'-{2-[(1-acetyl-1,2,3,4-tetrahydroquinolin-6-yl)oxy]ethyl}-2-oxo-1,2-dihydrospiro[indole-3,4'-piperidine]-5-carbonitrile C(C)(=O)N1CCCC2=CC(=CC=C12)OCCN1CCC2(CC1)C(NC1=CC=C(C=C12)C#N)=O